CC1(CCC[NH+]1[O-])C 5,5-Dimethylpyrrolidin-N-oxid